cyanoethoxydiisopropylaminophosphinyl-serinol C(#N)CCON(C(CO)CO)P(=O)N(C(C)C)C(C)C